NC1=NC=2C=C(C(=CC2C2=C1N(N=C2)C)C(=O)N([C@@H]2COCC1=NC(=CC=C12)C(F)(F)F)C)Cl 4-amino-7-chloro-N,3-dimethyl-N-((5S)-2-(trifluoromethyl)-5,8-dihydro-6H-pyrano[3,4-b]pyridin-5-yl)-3H-pyrazolo[3,4-c]quinoline-8-carboxamide